(+-)-2-Ethyl-4-hydroxy-5-methyl-3(2H)-furanone C(C)[C@H]1OC(=C(C1=O)O)C |r|